N,N-dimethyl-2-oxo-2-(2-(5-(trifluoromethyl)-1,2,4-oxadiazol-3-yl)-6,7-dihydrothieno[3,2-c]pyridin-5(4H)-yl)acetamide CN(C(C(N1CC2=C(CC1)SC(=C2)C2=NOC(=N2)C(F)(F)F)=O)=O)C